(3-((3-chloro-4-cyclopropylpyridin-2-yl)oxy)azetidin-1-yl)(6-(3-cyclopropyl-1H-1,2,4-triazol-1-yl)-2-azaspiro[3.3]heptan-2-yl)methanone ClC=1C(=NC=CC1C1CC1)OC1CN(C1)C(=O)N1CC2(C1)CC(C2)N2N=C(N=C2)C2CC2